O1CCN(CC1)CC(=O)N[C@@H](C)C(=O)O (2-morpholinoacetyl)-L-alanine